[Co].[Co].[Co].[Fe] iron tricobalt